C(C(=C)C)(=O)OCC[N+](C)(C)C 2-(methacryloyloxy)-ethyltrimethylammonium